C(C)(C)(C)N1N=C(C(=C1C)O)C1=CC(=CC=C1)OC 1-(tert-Butyl)-3-(3-Methoxyphenyl)-5-methyl-pyrazol-4-ol